8-chloro-3,3-dimethyl-2,3-dihydrobenzo[b][1,4]dioxine-6-carbonitrile ClC1=CC(=CC2=C1OCC(O2)(C)C)C#N